gamma-(1,2-epoxypropoxy)propyltrimethoxysilane C1(C(C)O1)OCCC[Si](OC)(OC)OC